2,7-bis(2-nitrophenyl)fluoren-9-one [N+](=O)([O-])C1=C(C=CC=C1)C1=CC=2C(C3=CC(=CC=C3C2C=C1)C1=C(C=CC=C1)[N+](=O)[O-])=O